C(=O)O.COC1=NC(=NC=C1C(=O)NC=1N=CC=2N(C1)C=C(N2)C)N(C2CCNCC2)C 4-methoxy-2-(methyl(piperidin-4-yl)amino)-N-(2-methylimidazo[1,2-a]pyrazin-6-yl)pyrimidine-5-carboxamide formate